2-[4-(1-benzothiophen-2-yl)-2,6-bis(propan-2-yl)phenyl]-N-{4-[(dimethylamino)methyl]benzene-sulfonyl}acetamide S1C(=CC2=C1C=CC=C2)C2=CC(=C(C(=C2)C(C)C)CC(=O)NS(=O)(=O)C2=CC=C(C=C2)CN(C)C)C(C)C